O1C(=NC2=C1C=CC=C2)C2=CC=C(C=C2)NC2=CC=C(C=C2)C=2SC1=C(C2)C=CC=C1 (4-benzoxazol-2-yl-phenyl)-(4-benzothien-2-yl-phenyl)amine